phenylbenzamide C1=CC=C(C=C1)C2=CC=CC=C2C(=O)N